methyltris(2-hydroxyethyl)ammonium hydroxide [OH-].C[N+](CCO)(CCO)CCO